(1S)-1-[3-(2-methyl-4-pyridyl)-1,2,4-oxadiazol-5-yl]ethanamine CC1=NC=CC(=C1)C1=NOC(=N1)[C@H](C)N